ClC=1C(=C(C=CC1Cl)NC1=NC=NC2=CC(=C(C=C12)OC1CCN(CC1)C(CCCCCCSC1=C2CN(C(C2=CC=C1)=O)C1C(NC(CC1)=O)=O)=O)OC)F 3-(4-((7-(4-((4-((3,4-dichloro-2-fluorophenyl)amino)-7-methoxyquinazolin-6-yl)oxy)piperidin-1-yl)-7-oxoheptyl)thio)-1-oxoisoindolin-2-yl)piperidine-2,6-dione